C(C)(C)(C)OC(=O)N1C(CC(C(C1)COC=1C=C2C(NCC2=CC1)=O)C1=CC=C(C=C1)OC)C trans-4-(4-methoxyphenyl)-2-methyl-5-{[(3-oxoisoindolin-5-yl)oxy]methyl}piperidine-1-carboxylic acid 1-tert-butyl ester